ClC=1C=2C=3N(C(=NC2C=CC1)NC=1C(N=CC=NC1)=O)N=C(N3)C3=CC=C(C=C3)F (6S)-6-{[10-chloro-2-(4-fluorophenyl)[1,2,4]triazolo[1,5-c]quinazolin-5-yl]amino}-1,4-diazepin-5-one